Racemic-3-(3-chloro-4-fluorophenyl)-1-(1-(1-((2-hydroxyethyl)amino)isoquinolin-4-yl)ethyl)-1-methylurea ClC=1C=C(C=CC1F)NC(N(C)[C@H](C)C1=CN=C(C2=CC=CC=C12)NCCO)=O |r|